2-(3,4-epoxycyclohexyl)ethyl-methyl-phenyl-diethoxysilane C1(CC2C(CC1)O2)CCCCO[Si](OCC)(C2=CC=CC=C2)C